CC1=NC2=CC3=C(C=C2N=C1C)C=1C(=CC=2N=C(C(=NC2C1)C)C)C=1C3=CC=3N=C(C(=NC3C1)C)C 2,3,8,9,14,15-hexamethylbenzo[1,2-g:3,4-g':5,6-g'']triquinoxaline